C1(=CC=CC=2C3=CC=CC=C3NC12)C(C)(C)O carbazolyl-isopropanol